3-bromo-2-methoxypyridine BrC=1C(=NC=CC1)OC